C(C)S(=O)(=O)C1=C(N=C(N1C)C1=CC=C(C=C1)C1(CC1)C#N)N1CC2=NC=C(C=C2C1=O)C(F)(F)F 1-[4-[5-ethylsulfonyl-1-methyl-4-[5-oxo-3-(trifluoromethyl)-7H-pyrrolo[3,4-b]pyridin-6-yl]imidazol-2-yl]phenyl]cyclopropanecarbonitrile